NC(CC(=O)O)C1=CC=C(C=C1)[N+](=O)[O-] 3-amino-3-(4-nitrophenyl)propionic acid